fluoro-3-oxapentane-1-sulfonate potassium [K+].FC(COCC)S(=O)(=O)[O-]